CC=1C=C(C=C(C1)C)C1=NC=C2C=3C(=CC(=CC13)C)CCC2 1-(3,5-dimethylphenyl)-8-methyl-5,6-dihydro-4H-benzo[de]isoquinoline